CN(C([C@H]([C@H](CC)C)NC(=O)[C@@H]1N(CCCC1)C)=O)[C@H](C[C@@H](OCC)C=1SC=C(N1)C(=O)NC(CC(C(=O)O)C)CC1=CC=CC=C1)C(C)C 4-(2-((1R,3R)-3-((2s,3s)-N,3-dimethyl-2-((R)-1-methylpiperidine-2-carboxamido)pentanamido)-1-ethoxy-4-methylpentyl)thiazole-4-carboxamido)-2-methyl-5-phenylpentanoic acid